7-chloro-8-fluoro-3-nitro-1,6-naphthyridine-2,4-diol ClC1=NC=C2C(=C(C(=NC2=C1F)O)[N+](=O)[O-])O